[Sr].[Na] sodium-strontium